Lithium 2-trifluoromethyl-4,5-dicyanoimidazolium FC(C=1NC(=C([NH+]1)C#N)C#N)(F)F.[Li+]